CC(CC(=O)OO)C hydroxy β-methylbutyrate